N1=CC(=CC=C1)N1[C@H](CCC1)C(=O)O (2R)-1-(pyridin-3-yl)pyrrolidine-2-carboxylic acid